tert-Butyl 4-(2-bromo-5-ethyl-7-oxo-4-(2-oxo-2-((4-(pentafluoro-λ6-sulfanyl)phenyl)amino)ethyl)-4,7-dihydro-[1,2,4]triazolo[1,5-a]pyrimidin-6-yl)piperidine-1-carboxylate BrC1=NN2C(N(C(=C(C2=O)C2CCN(CC2)C(=O)OC(C)(C)C)CC)CC(NC2=CC=C(C=C2)S(F)(F)(F)(F)F)=O)=N1